[N+](=O)([O-])CCOC1OCCCC1 2-(2-nitroethoxy)tetrahydro-2H-pyran